C(#N)[C@H]1N(CCC1)C(CN1C[C@@H](CC1)C1=C(OC2=C1C=CC=C2)S(=O)(=O)N)=O ((S)-1-(2-((S)-2-cyanopyrrolidin-1-yl)-2-oxoethyl)pyrrolidin-3-yl)benzofuran-2-sulfonamide